ClC1=CC(=C(C=C1)C1=NC(=CC=2N=C(N(C(C21)=O)C)C)N2C[C@@H](OCC2)C2=CSC=C2)F 5-(4-chloro-2-fluorophenyl)-2,3-dimethyl-7-((2S)-2-(3-thiophenyl)-4-morpholinyl)pyrido[4,3-d]pyrimidin-4(3H)-one